NC(CC(=O)O)C1=CC(=C(C(=C1)C(C)(C)C)O)C(C)(C)C 3-amino-3-(3,5-di-tert-butyl-4-hydroxyphenyl)-propionic acid